CC1=CC=C(C(=N1)OC1=C(C=C(C=C1C)C)C)C(=O)NS(=O)(=O)C1=NC(=CC=C1)N1CCOCC1 6-Methyl-N-[(6-morpholino-2-pyridyl)sulfonyl]-2-(2,4,6-trimethylphenoxy)pyridin-3-carboxamid